The molecule is a fatty acid derivative isolated from the fermentation broth of Alcaligenes sp. YL-02632S. It is an antibiotic with antibacterial activity. It has a role as an antimicrobial agent, an antibacterial agent and a bacterial metabolite. It is a carbamate ester, a fatty acid derivative, a monocarboxylic acid and a monocarboxylic acid amide. CC(C/C=C/C=C\\CCC(=C)CC(C)C/C(=C/C(=O)O)/C)CC(=O)CC(CNC(=O)C(C)C(C)OC(=O)N)O